7-fluoro-5-methoxy-1-((2-(trimethylsilyl)ethoxy)methyl)-1H-indazole FC=1C=C(C=C2C=NN(C12)COCC[Si](C)(C)C)OC